C(C)(C)(C)[C@H]1OC([C@]2(N1C[C@@H](C2)F)CC2(CC2)CI)=O (3R,6R,7aS)-3-tert-butyl-6-fluoro-7a-[[1-(iodomethyl)cyclopropyl]methyl]-3,5,6,7-tetrahydropyrrolo[1,2-c]oxazol-1-one